N-(6-(1-Methyl-1H-pyrazol-4-yl)pyridin-2-yl)-2-morpholino-5-(1-oxa-7-azaspiro[3.5]nonan-7-yl)oxazolo[4,5-b]pyridine-6-carboxamide CN1N=CC(=C1)C1=CC=CC(=N1)NC(=O)C=1C=C2C(=NC1N1CCC3(CCO3)CC1)N=C(O2)N2CCOCC2